C1(CCCCC1)CCCC(=O)Cl 4-Cyclohexylbutanoyl Chloride